2-tetrahydrofuranmethacrylate O1C(CCC1)CC(C(=O)[O-])=C